N-(trans-1,3-dimethylpiperidin-4-yl)-6-(4-fluorophenylmethyl)-3-methyl-1,2,4-triazin-5-amine CN1C[C@H]([C@@H](CC1)NC=1N=C(N=NC1CC1=CC=C(C=C1)F)C)C